BrC1=C2N(N=C1C(=O)OC(C)(C)C)CCC2 Tert-butyl 3-bromo-5,6-dihydro-4H-pyrrolo[1,2-b]pyrazole-2-carboxylate